trans-4-((3-(2-Cyclopropylthiazol-5-yl)phenyl)((trans-4-(5-methoxy-6-methylpyridin-2-yl)cyclohexyl)methyl) carbamoyl)cyclohexyl 3-hydroxyazetidine-1-carboxylate OC1CN(C1)C(=O)O[C@@H]1CC[C@H](CC1)C(N(C[C@@H]1CC[C@H](CC1)C1=NC(=C(C=C1)OC)C)C1=CC(=CC=C1)C1=CN=C(S1)C1CC1)=O